Methyl (2R,3S)-3-{(1R,3aR,4S,7aR)-4-[(tert-butyldimethylsilyl)oxy]-7a-methyloctahydro-1H-inden-1-yl}-2-hydroxybutanoate [Si](C)(C)(C(C)(C)C)O[C@@H]1[C@@H]2CC[C@@H]([C@]2(CCC1)C)[C@@H]([C@H](C(=O)OC)O)C